The molecule is an acyl-CoA(4-) obtained by deprotonation of the phosphate and diphosphate groups of oscr#9-CoA; major species at pH 7.3. It is a conjugate base of an oscr#9-CoA. C[C@H]1[C@@H](C[C@H]([C@@H](O1)OCCCCC(=O)SCCNC(=O)CCNC(=O)[C@@H](C(C)(C)COP(=O)([O-])OP(=O)([O-])OC[C@@H]2[C@H]([C@H]([C@@H](O2)N3C=NC4=C(N=CN=C43)N)O)OP(=O)([O-])[O-])O)O)O